(2R,3S)-1-[2-(1,3-benzothiazole-6-sulfonyl)-2H,4H,5H,6H-pyrrolo[3,4-c]pyrazol-5-yl]-3-hydroxy-2-phenylbutan-1-one S1C=NC2=C1C=C(C=C2)S(=O)(=O)N2N=C1C(=C2)CN(C1)C([C@@H]([C@H](C)O)C1=CC=CC=C1)=O